2,2-Diethoxy-1-(benzyl)aza-2-silacyclopentane C(C)O[Si]1(N(CCC1)CC1=CC=CC=C1)OCC